Cl.N[C@H]1CN(CC1)C1=CC(=NC=C1C=1C=NN(C1)C1CCOCC1)NC1=NC(=NC=C1)C1=C(C=CC=C1OC)F (R)-N-(4-(3-aminopyrrolidin-1-yl)-5-(1-(tetrahydro-2H-pyran-4-yl)-1H-pyrazol-4-yl)pyridin-2-yl)-2-(2-fluoro-6-methoxyphenyl)pyrimidin-4-amine hydrochloride